NC1=C(N=CC2=C(C=CC=C12)OC=1C(=NC=CC1)C)C(=O)NCCC 4-amino-8-((2-methylpyridin-3-yl)oxy)-N-propylisoquinoline-3-carboxamide